C(N)(=O)C1=CC=C(CC2=NN(C=C2C(=O)N)CC2=CC(=C(C=C2)OC2CC2)C(F)(F)F)C=C1 (4-carbamoyl-benzyl)-1-(4-cyclopropoxy-3-(trifluoromethyl)benzyl)-1H-pyrazole-4-carboxamide